N1=C(C=CC=C1)N1CCN(CC1)C1=NC=NC2=CC=C(C=C12)C1=CNC2=NC=CC=C21 4-(4-(pyridin-2-yl)piperazin-1-yl)-6-(1H-pyrrolo[2,3-b]pyridin-3-yl)quinazoline